FC1=CC=CC(=C1F)OCC(F)(F)F 2,3-difluoro-4-(2,2,2-trifluoroethoxy)benzene